CC1=CC(=NC=C1)NC1=NC(=NC=C1)[S] [4-[(4-methylpyridin-2-yl)amino]Pyrimidin-2-yl]Sulfur